N1C[C@@H](CC1)OCCCCCC[C@@H]1NC2=NC=CC=C2CC1 (S)-2-(6-(((R)-pyrrolidin-3-yl)oxy)hexyl)-1,2,3,4-tetrahydro-1,8-naphthyridine